C(C)(C)[C@H]1CC[C@H](CC1)N(C(C1=CC(C(=O)N)=CC(=C1)NC(=O)[C@@H]1CC[C@@H](CC1)C(C)(C)C)=O)[C@@H]1CC[C@@H](CC1)C(C)C N,N-di(cis-4-isopropylcyclohexyl)-5-(cis-4-tert-butylcyclohexylcarbonylamino)isophthalamide